1-Methyl-3-(3-(3-((4-methyl-4H-1,2,4-triazol-3-yl)methyl)oxetan-3-yl)phenyl)-5-(trifluoromethyl)pyridin-2(1H)-one CN1C(C(=CC(=C1)C(F)(F)F)C1=CC(=CC=C1)C1(COC1)CC1=NN=CN1C)=O